(S)-6-amino-1,4-dimethyl-6,7-dihydropyrazolo[3,4-b][1,4]oxazepin-5-one N[C@@H]1C(N(C2=C(OC1)N(N=C2)C)C)=O